methyl 4-nitro-1-(2-trimethylsilylethoxymethyl)pyrazole-3-carboxylate [N+](=O)([O-])C=1C(=NN(C1)COCC[Si](C)(C)C)C(=O)OC